3-chloro-2-cyclopropyl-aniline ClC=1C(=C(N)C=CC1)C1CC1